FC(C1=CC(=NN1C1=NC(=CC=C1C(C)O)N1C=NC2=C1C=CC(=C2)NC=2N=NC(=CC2)C)C#N)F 5-(difluoromethyl)-1-[3-(1-hydroxyethyl)-6-[5-[(6-methylpyridazin-3-yl)amino]benzimidazol-1-yl]-2-pyridinyl]pyrazole-3-carbonitrile